C(C1=CC=CC=C1)NC(C(C(C[C@H]1C(NCC1)=O)NC(=O)[C@H]1N(C[C@H]2[C@@H]1CCC2)C(=O)C=2NC1=CC=CC=C1C2)=O)=O (1S,3aR,6aS)-N-(4-(benzylamino)-3,4-dioxo-1-((S)-2-oxopyrrolidin-3-yl)butan-2-yl)-2-(1H-indole-2-carbonyl)-octahydrocyclopenta[c]pyrrole-1-carboxamide